C(=O)(OC(C)(C)C)N1CC2OC2CC1 N-Boc-7-oxa-3-azabicyclo[4.1.0]heptane